N-2-butylethanolamine CC(CC)NCCO